C(#N)C1=CC=C(COC2=C(C=CC(=N2)C2CCN(CC2)CC2=NC3=C(N2CC2OCCC2)C=C(C=C3)C(=O)O)F)C=C1 2-[(4-{6-[(4-cyanobenzyl)oxy]-5-fluoropyridin-2-yl}piperidin-1-yl)methyl]-1-(tetrahydrofuran-2-ylmethyl)-1H-benzimidazole-6-carboxylic acid